furanolate O1C(=CC=C1)[O-]